2-(2-Chloro-5-isopropyl-8-oxothieno[2',3':4,5]pyrrolo[1,2-d][1,2,4]triazin-7(8H)-yl)-N-((1R,2S)-2-fluorocyclopropyl)acetamide ClC1=CC2=C(C=C3N2C(=NN(C3=O)CC(=O)N[C@H]3[C@H](C3)F)C(C)C)S1